FC1=CC=C2C(=C1)OC(C1=C2NC2=C(C=C(C=C12)F)F)CCNC(=O)N 2-{3,8,10-trifluoro-6H,11H-chromeno[4,3-b]indol-6-yl}ethylurea